C(#N)C1=CC=C(C=C1)NC(=O)NC(CC(=O)O)C1=CC=CC=C1 N-[(4-cyanophenyl)carbamoyl]-3-phenyl-beta-alanine